(3-bromopropoxy)triisopropylsilane BrCCCO[Si](C(C)C)(C(C)C)C(C)C